trans-4-[4-(4-fluorophenyl)-5-(2-methoxy-4-pyrimidinyl)-1H-imidazole-1-yl]cyclohexanol FC1=CC=C(C=C1)C=1N=CN(C1C1=NC(=NC=C1)OC)[C@@H]1CC[C@H](CC1)O